C(C)C(C(=O)O[C@@H]1CN(CC1)C=1SC=C(N1)C1=NC(=NC=C1Cl)NC1=CC(=C(C=C1)N1CCN(CC1)C)OC)(CC(C)([N+](=O)[O-])C)CCCN1C(C2=CC=CC=C2C1=O)=O (S)-1-(5-chloro-2-(3-methoxy-4-(4-methylpiperazin-1-yl)phenyl)aminopyrimidin-4-ylthiazol-2-yl)pyrrolidin-3-ol ethyl-2-(3-(1,3-dioxoisoindolin-2-yl)propyl)-4-methyl-4-nitropentanoate